C1([C@H](O)[C@H](O)[C@H](O1)CO)N1C(N=CN=C1)=O ribosyl-1,3,5-triazin-2(1H)-one